(Z)-2-(5-Ethyl-2-methyl-1-(3-(phenoxymethyl)benzylidene)-1H-inden-3-yl)acetic acid C(C)C=1C=C2C(=C(/C(/C2=CC1)=C/C1=CC(=CC=C1)COC1=CC=CC=C1)C)CC(=O)O